(2R,6R)-4-[(1R)-1-(3-fluoropyridin-2-yl)-3-methoxypropyl]-6-methyl-1-(2-methylpropanoyl)-N-{[4-(pyrimidin-2-yl)phenyl]methyl}piperazine-2-carboxamide FC=1C(=NC=CC1)[C@@H](CCOC)N1C[C@@H](N([C@@H](C1)C)C(C(C)C)=O)C(=O)NCC1=CC=C(C=C1)C1=NC=CC=N1